N-(2-thiazolylmethyl)-N'-(2-pyridylmethyl)-N-(6,7,8,9-tetrahydro-5H-cyclohepta[b]pyridin-9-yl)-1,4-xylylenediamine S1C(=NC=C1)CN(CC1=CC=C(C=C1)CNCC1=NC=CC=C1)C1CCCCC=2C1=NC=CC2